FC(S(=O)(=O)[O-])(F)F.C1(=CC=CC=C1)[PH+](C1=CC=CC=C1)C1=CC=CC=C1 triphenyl-phosphonium trifluoromethanesulfonate